C(=O)O.N1(CCC1)CCC=1C=CC(=C(CNC2=CC(=C(C=C2Cl)S(=O)(=O)NC=2N=CSC2)F)C1)F 4-((5-(2-(azetidin-1-yl)ethyl)-2-fluorobenzyl)amino)-5-chloro-2-fluoro-N-(thiazol-4-yl)benzenesulfonamide formate